CC(C(=O)OCC(COC(C(CCCCCC)C)=O)OC(CCCN(CCCC(=O)OC(COC(C(CCCCCC)C)=O)COC(C(CCCCCC)C)=O)C(=O)OCCCN(C)C)=O)CCCCCC [2-[4-[3-(dimethylamino)propoxycarbonyl-[4-[2-(2-methyloctanoyloxy)-1-(2-methyloctanoyloxymethyl)ethoxy]-4-oxo-butyl]amino]butanoyloxy]-3-(2-methyloctanoyloxy)propyl] 2-methyloctanoate